3,8-diazabicyclo[3.2.1]octane-8-Carboxylic acid benzyl ester C(C1=CC=CC=C1)OC(=O)N1C2CNCC1CC2